2-({[3-bromo-1-(3-chloropyridin-2-yl)-1H-5-pyrazol-yl]carbonyl}amino)-2-ethylhydrazinecarboxylic acid BrC1=NN(C(=C1)C(=O)NN(NC(=O)O)CC)C1=NC=CC=C1Cl